(5Z)-2-[(3,4-Dimethylphenyl)amino]-5-(1H-indol-3-ylmethylene)-1,3-thiazol-4(5H)-one CC=1C=C(C=CC1C)NC=1S\C(\C(N1)=O)=C/C1=CNC2=CC=CC=C12